BrC=1C(=CC2=C(OCCC3N(C2)[C@H](CN(C3)C(=O)OC(C)(C)C)F)C1)[N+](=O)[O-] tert-butyl (S)-9-bromo-l-1-fluoro-10-nitro-1,2,4,4a,5,6-hexahydro-3H,12H-benzo[b]pyrazino[1,2-e][1,5]oxazocine-3-carboxylate